2-(2-amino-propyl)cyclohexylamine NC(CC1C(CCCC1)N)C